tert-butyl (2-(4-(1-hydroxyethyl)benzamido)phenyl)carbamate OC(C)C1=CC=C(C(=O)NC2=C(C=CC=C2)NC(OC(C)(C)C)=O)C=C1